N-(4-(chlorodifluoromethoxy)phenyl)-6-(4-(1-(4-(2,6-dioxopiperidin-3-yl)-3-fluorobenzyl)piperidin-4-yl)piperazin-1-yl)-5-(1H-pyrazol-3-yl)nicotinamide ClC(OC1=CC=C(C=C1)NC(C1=CN=C(C(=C1)C1=NNC=C1)N1CCN(CC1)C1CCN(CC1)CC1=CC(=C(C=C1)C1C(NC(CC1)=O)=O)F)=O)(F)F